CC=1C=C(C=C2C=CC=NC12)B1OC(C(O1)(C)C)(C)C 8-methyl-6-(4,4,5,5-tetramethyl-1,3,2-dioxaborolan-2-yl)quinoline